6-morpholino-1-[1-[4-(trifluoromethoxy)benzoyl]-4-piperidyl]-3H-imidazo[4,5-b]pyridin-2-one O1CCN(CC1)C=1C=C2C(=NC1)NC(N2C2CCN(CC2)C(C2=CC=C(C=C2)OC(F)(F)F)=O)=O